(3,6,9-trioxaundecane-1,11-diyl)bismaleimide C(COCCOCCOCCC=1C(=O)NC(C1)=O)C=1C(=O)NC(C1)=O